CC1=C(C=C(C(=C1)SC1=CC(=CC=C1)OC(C(F)F)(F)F)C)C(N(C)CC)=N (2,5-dimethyl-4-{[3-(1,1,2,2-tetrafluoroethoxy)phenyl]sulfanyl}phenyl)-N-ethyl-N-methylimidoformamide